1,3,5-tri-tert-butyl-2-nitrosobenzene C(C)(C)(C)C1=C(C(=CC(=C1)C(C)(C)C)C(C)(C)C)N=O